5-(4-((4-(1-(4-amino-5-methoxy-2-(1-methyl-1H-pyrazol-4-yl)phenyl)piperidine-4-yl)piperazin-1-yl)methyl)piperidin-1-yl)-2-(2,6-dioxopiperidin-3-yl)isoindoline-1,3-dione NC1=CC(=C(C=C1OC)N1CCC(CC1)N1CCN(CC1)CC1CCN(CC1)C=1C=C2C(N(C(C2=CC1)=O)C1C(NC(CC1)=O)=O)=O)C=1C=NN(C1)C